C(C1=CC=CC=C1)NC1=C2N=CN(C2=NC(=N1)C=1C=NC=C(C1)C)[C@H]1[C@@H]([C@@H]([C@H](N1)C(=O)NC)O)O (2S,3R,4S,5S)-5-(6-(benzylamino)-2-(5-methylpyridin-3-yl)-9H-purin-9-yl)-3,4-dihydroxyl-N-methylpyrrolidin-2-formamide